3-((2,2-difluoro-2-(1,4,8-trioxaspiro[4.5]dec-7-yl)ethyl)amino)-5-(trifluoromethyl)benzofuran-2-carboxylic acid methyl ester COC(=O)C=1OC2=C(C1NCC(C1CC3(OCCO3)CCO1)(F)F)C=C(C=C2)C(F)(F)F